C(C)(=O)ON=C(C(=O)C1=CC=C(C=C1)SC1=CC=CC=C1)CC1CCCC1 N-acetyloxy-1-(4-phenylsulfanylphenyl)-3-cyclopentylpropane-1-one-2-imine